(chloromethyl)-4-methylthiophene ClCC=1SC=C(C1)C